N1=CN=CC=2NC(CNC12)=S 7,8-dihydropteridine-6(5H)-thione